5-[(2S,6R)-6-methyl-11-piperazin-1-yl-4,7,12-triazatricyclo[7.4.0.02,7]trideca-1(9),10,12-trien-4-yl]quinoline-8-carbonitrile C[C@@H]1CN(C[C@@H]2C=3C=NC(=CC3CN12)N1CCNCC1)C1=C2C=CC=NC2=C(C=C1)C#N